(S)-N-(1-(2-bromo-5-chlorophenyl)pent-4-en-1-yl)-2-methylpropan-2-sulfinamide BrC1=C(C=C(C=C1)Cl)C(CCC=C)N[S@@](=O)C(C)(C)C